COC=1C=C(C=C(C1)OC1=NC=CC=C1C1=NC=CC=N1)NC(C)=O N-(3-methoxy-5-((3-(pyrimidin-2-yl)pyridin-2-yl)oxy)phenyl)acetamide